(2-methylpyridin-4-yl)methanol CC1=NC=CC(=C1)CO